C1=CC=CC=2C3=CC=CC=C3C(C12)COC(=O)N([C@H](C(=O)O)CC(C)(C)C)C (2S)-2-[9H-fluoren-9-ylmethoxycarbonyl(methyl)amino]-4,4-dimethyl-pentanoic acid